FC(C1=CC=C(C=C1)COC=1C=C(C=CC1)C1=CNC2=C1C(=NC=C2)N)(F)F 3-(3-{[4-(trifluoromethyl)phenyl]methoxy}phenyl)-1H-pyrrolo[3,2-c]pyridin-4-amine